3-isopropyl-6,7-dihydro-4H-imidazo[4,5-C]pyridine-5-carboxylic acid tert-butyl ester C(C)(C)(C)OC(=O)N1CC2=C(CC1)N=CN2C(C)C